COC1CN(C1)C=1C=CC2=C(C1)[Si]1(CCCCC1)C1=C(C23OC(C2=CC=C(C=C23)C(=O)OC(C)(C)C)=O)C=CC(=C1)N1CC(C1)OC tert-butyl 3',7'-bis(3-methoxyazetidin-1-yl)-3-oxo-3H-dispiro[isobenzofuran-1,10'-dibenzo[b,e]siline-5',1''-silinane]-6-carboxylate